4-methyl-2,3-dihydro-1H-3-benzazepin-2-one CC1=CC2=C(CC(N1)=O)C=CC=C2